sodium tri-hydrofluoride F.F.F.[Na]